ethyl 1-[3-[3-[4-(cyclopropylcarbamoyl)-3-(difluoromethoxy)-5-methoxy-phenyl]imidazo[1,2-a]pyridin-7-yl]oxy-2-hydroxy-propyl]-4-fluoro-piperidine-4-carboxylate C1(CC1)NC(=O)C1=C(C=C(C=C1OC)C1=CN=C2N1C=CC(=C2)OCC(CN2CCC(CC2)(C(=O)OCC)F)O)OC(F)F